(E)-3-(2-hydroxy-4-methoxyphenyl)-1-(piperidin-1-yl)prop-2-en-1-one OC1=C(C=CC(=C1)OC)/C=C/C(=O)N1CCCCC1